1-(2-trimethylsilylethoxymethyl)pyrazol-3-amine C[Si](CCOCN1N=C(C=C1)N)(C)C